(R)-N-((R)-1-cyano-4,4-difluoro-8-(5,6,7,8-tetrahydro-1,8-naphthyridin-2-yl)octyl)-2-methylpropan-2-sulfinamide C(#N)[C@@H](CCC(CCCCC1=NC=2NCCCC2C=C1)(F)F)N[S@](=O)C(C)(C)C